3-bromo-4-(difluoromethyl)pyridine-2-amine BrC=1C(=NC=CC1C(F)F)N